tert-Butyl N-[(3S)-1-(pyrimidin-5-yl)piperidin-3-yl]carbamate N1=CN=CC(=C1)N1C[C@H](CCC1)NC(OC(C)(C)C)=O